tert-butyl (R)-3-((3-methylthieno[3,2-c]pyridin-4-yl)amino)piperidine-1-carboxylate CC1=CSC2=C1C(=NC=C2)N[C@H]2CN(CCC2)C(=O)OC(C)(C)C